FC1=C(C=CC=2C=3N(C(NC12)=O)C=CC3)CO 7-fluoro-8-(hydroxymethyl)-6H-pyrrolo[1,2-C]quinazolin-5-one